N[C@H]1C2N(CC1CC2)C(=O)C2=CC1=C(C(=C(O1)C=1N(C3=CC(=CC=C3C1)C=1C=C3CNC(C3=CC1)=O)CC1CC1)C)C=C2 5-(2-(6-((7R)-7-amino-2-azabicyclo[2.2.1]heptane-2-carbonyl)-3-methylbenzofuran-2-yl)-1-(cyclopropylmethyl)-1H-indol-6-yl)isoindolin-1-one